C1(=CC=CC=C1)C=1C(=C(N(C1)C)C)C(=O)N(CC1=C(C(=CC=C1)OC)C)C1=CC=C(C=C1)C#N phenyl-N-(4-cyanophenyl)-N-(3-methoxy-2-methylbenzyl)-1,2-dimethyl-1H-pyrrole-3-carboxamide